2,2'-Thiobis(4-tert-octylphenolate) S(C1=C(C=CC(=C1)C(C)(C)CC(C)(C)C)[O-])C1=C(C=CC(=C1)C(C)(C)CC(C)(C)C)[O-]